C(=O)(OCC1C2=CC=CC=C2C2=CC=CC=C12)N[C@@H](CC(C)C)CC(=O)O Fmoc-L-beta-homoleucine